CC1=CC=C(C=C1)C1=CC=C(C=C1)Br 4-(4-methylphenyl)bromobenzene